rac-tert-Butyl 4-((6-(5-(2,4-dioxotetrahydropyrimidin-1(2H)-yl)-3-methyl-1H-pyrrolo[2,3-b]pyridin-1-yl)spiro[3.3]heptan-2-yl)methyl)piperazine-1-carboxylate O=C1N(CCC(N1)=O)C=1C=C2C(=NC1)N(C=C2C)C2CC1(CC(C1)CN1CCN(CC1)C(=O)OC(C)(C)C)C2